COC=1C2=C(N=C(N1)C)CN(C2C)C(CC2CN(C2)C2=CC=C(C#N)C=C2)=O 4-(3-(2-(4-Methoxy-2,5-dimethyl-5,7-dihydro-6H-pyrrolo[3,4-d]pyrimidin-6-yl)-2-oxoethyl)azetidin-1-yl)benzonitrile